2-methyl-6-(3-methyl-1,2,3,4-tetrahydropyridin-6-yl)indazole CN1N=C2C=C(C=CC2=C1)C1=CCC(CN1)C